(2S,6S)-2-(2-ethoxy-2-oxoethyl)-6-methyl-4-((4-nitrophenyl)sulfonyl)piperazine-1-carboxylic acid benzyl ester C(C1=CC=CC=C1)OC(=O)N1[C@H](CN(C[C@@H]1C)S(=O)(=O)C1=CC=C(C=C1)[N+](=O)[O-])CC(=O)OCC